acryloxypropylphosphorylcholine C(C=C)(=O)OCCCP(=O)=C(O)C[N+](C)(C)C